N1=C(C=CC2=CC=CC=C12)COC1=CC=C(C=C1)CCC(CC)(O)C(F)(F)F 1-[4-(quinolin-2-ylmethoxy)-phenyl]-3-(trifluoromethyl)-pentan-3-ol